1-(2-chlorophenyl)-3-(p-tolyl)urea CC1=CC=C(C=C1)NC(=O)NC2=CC=CC=C2Cl